C1(CC1)OC1=NN(C=C1NC=O)C1COC1 N-(3-cyclopropoxy-1-(oxetan-3-yl)-1H-pyrazol-4-yl)carboxamide